tert-butyl 4-[5-chloro-4-[[(1R)-1-(2,4-dichlorophenyl)ethyl]amino]pyrimidin-2-yl]piperidine-1-carboxylate ClC=1C(=NC(=NC1)C1CCN(CC1)C(=O)OC(C)(C)C)N[C@H](C)C1=C(C=C(C=C1)Cl)Cl